C(C)OC(C1=CN=C(C(=C1N)Br)Cl)=O 4-amino-5-bromo-6-chloronicotinic acid ethyl ester